trans-5-(3-(3-Bromo-5-(pentafluoro-λ6-sulfanyl)phenyl)-2,2-dichlorocyclopropane-1-carboxamido)-2-chloro-N-(2,2,2-trifluoroethyl)benzamide BrC=1C=C(C=C(C1)S(F)(F)(F)(F)F)[C@@H]1C([C@H]1C(=O)NC=1C=CC(=C(C(=O)NCC(F)(F)F)C1)Cl)(Cl)Cl